tert-butyl 4-(1-(4-(5-(pyrazin-2-yl)-1,3,4-thiadiazole-2-carboxamido)-1H-pyrazol-1-yl)ethyl)piperidine-1-carboxylate N1=C(C=NC=C1)C1=NN=C(S1)C(=O)NC=1C=NN(C1)C(C)C1CCN(CC1)C(=O)OC(C)(C)C